methyl 4-carbamoyl-4-(4-hydroxy-1-oxo-2,3-dihydro-1H-isoindol-2-yl)butanoate C(N)(=O)C(CCC(=O)OC)N1C(C2=CC=CC(=C2C1)O)=O